ClC=1C=NC=C(C1CC1=CC=C(C=C1)C(F)(F)F)N1N=CC=N1 3-chloro-5-(2H-1,2,3-triazol-2-yl)-4-[[4-(trifluoromethyl)phenyl]methyl]pyridine